[Si](C)(C)(C(C)(C)C)OCCN1N=C(C=C1)I 1-(2-((tert-butyldimethylsilyl)oxy)ethyl)-3-iodo-1H-pyrazole